CC1=C(C(=CC=C1)C)NC1=NN(C2=NC(=NC=C21)NC=2C=C1CCN(CC1=CC2)CC2CCN(CC2)C=2C=C1CN(CC1=CC2)C2C(NC(CC2)=O)=O)C 5-(4-((6-((3-((2,6-dimethylphenyl)amino)-1-methyl-1H-pyrazolo[3,4-d]pyrimidin-6-yl)Amino)-3,4-dihydroisoquinolin-2(1H)-yl)methyl)piperidin-1-yl)-2-(2,6-dioxopiperidin-3-yl)isoindoline